1-((1R,3r,5S)-8-oxabicyclo[3.2.1]octan-3-yl)-3-methyl-N-(7-methyl-[1,2,4]triazolo[1,5-a]pyridin-6-yl)-1H-pyrazolo[3,4-d]pyrimidin-6-amine [C@H]12CC(C[C@H](CC1)O2)N2N=C(C=1C2=NC(=NC1)NC=1C(=CC=2N(C1)N=CN2)C)C